5-CHLORO-1-CYCLOHEPTYL-3-(DIFLUOROMETHYL)-1H-PYRAZOLE-4-CARBALDEHYDE ClC1=C(C(=NN1C1CCCCCC1)C(F)F)C=O